N[C@@H]1C2=CC=CC=C2CC12CCN(CC2)C=2C(=NC(=CN2)C=CC2=C(C(=NC=C2)Cl)F)CO (S)-(3-(1-amino-1,3-dihydrospiro[indene-2,4'-piperidine]-1'-yl)-6-(2-(2-chloro-3-fluoropyridin-4-yl)vinyl)pyrazin-2-yl)methanol